C(C)(C)C=1C(=NNC1C=1C=C(C=2N(C1)N=CN2)C)C(=O)NC2CN(C2)C 4-isopropyl-5-(8-methyl-[1,2,4]triazolo[1,5-a]pyridin-6-yl)-N-(1-methylazetidin-3-yl)-1H-pyrazole-3-carboxamide